C(C=C)OC(=O)C1=CC2=CC(=CC=C2C=C1)C(F)P(=O)(OCC)OCC 7-((diethoxyphosphoryl)fluoromethyl)-2-naphthoic acid allyl ester